1-ETHYL-1H-INDOLE-4-CARBALDEHYDE C(C)N1C=CC=2C(=CC=CC12)C=O